ClC1=CC=CC=C1S(=O)(=O)NC1=NC(=C(C=C1)C=1C=C2C=NC(=NC2=C(C1)CC)NC1CCC(CC1)N(C)C)C 2-chloro-N-(5-(2-(((1r,4r)-4-(dimethylamino)cyclohexyl)amino)-8-ethylquinazolin-6-yl)-6-methylpyridin-2-yl)-3-benzenesulfonamide